Tert-butyl N-[2-[2-[2-[2-[4-[[2-(2,6-dioxo-3-piperidyl)-1,3-dioxo-isoindolin-4-yl]amino]-1-piperidyl]ethoxy]ethoxy]ethoxy]ethyl]carbamate O=C1NC(CCC1N1C(C2=CC=CC(=C2C1=O)NC1CCN(CC1)CCOCCOCCOCCNC(OC(C)(C)C)=O)=O)=O